dipyrazino[2,3-f:2',3'-h]quinoxalin-2,3,6,7,10,11-hexacarboNitrile N1=C(C(=NC2=C1C=1N=C(C(=NC1C1=C2N=C(C(=N1)C#N)C#N)C#N)C#N)C#N)C#N